NC1=NC(=CC(=N1)N1CCC2(C[C@H](NC2)C(=O)O)CC1)O[C@@H](C(F)(F)F)C1=C(C=C(C=C1)Cl)C1=CC(=CC=C1)OC1CCCC1 (S)-8-(2-amino-6-((R)-1-(5-chloro-3'-(cyclopentyloxy)-[1,1'-biphenyl]-2-yl)-2,2,2-trifluoroethoxy)pyrimidin-4-yl)-2,8-diazaspiro[4.5]decane-3-carboxylic acid